ClC1=C(C=CC(=C1)Cl)C1=CC2=C(N=C(N=C2)NC2=CC=C(C=C2)OCCN(CC)CC)N(C1=O)C 6-(2,4-dichlorophenyl)-2-((4-(2-(diethylamino)ethoxy)phenyl)amino)-8-methylpyrido[2,3-d]pyrimidin-7(8H)-one